COC1=CC(=CC2=C1N(C(=N2)C2=CC=1C(=NC=CC1)N2C)C[C@H]2CN(CC2)C2=NC=CC=N2)C(=O)N2[C@@H]1CC[C@H](C2)[C@H]1N (1R,4R,7R)-2-(7-methoxy-2-{1-methyl-1H-pyrrolo[2,3-b]pyridin-2-yl}-1-{[(3S)-1-(pyrimidin-2-yl)pyrrolidin-3-yl]methyl}-1H-1,3-benzodiazole-5-carbonyl)-2-azabicyclo[2.2.1]heptan-7-amine